N1C(=CC=C1)OC=O formic acid-pyrrole-2-yl ester